CN1OC(C2C1C(CC(C2)CC=C(C)C)C)(C)C 1,3,3,7-tetramethyl-5-(3-methylbut-2-en-1-yl)octahydrobenzo[C]isoxazole